Cl.Cl.N1C[C@@H](CCC1)CN1C[C@@H](CC1)CN1CCC(CC1)C(=O)N (((S)-1-(((R)-piperidin-3-yl)methyl)pyrrolidin-3-yl)methyl)piperidine-4-carboxamide dihydrochloride